CCCCCCCCC(=O)[O-] 9-nonanoate